O=C1N(CCC1)C1=CC=C(C=C1)C=1C=C(C=NC1)C1=C2C(=NC=C1)NC(=C2)C(=O)N 4-(5-(4-(2-oxopyrrolidin-1-yl)phenyl)pyridin-3-yl)-1H-pyrrolo[2,3-b]pyridine-2-carboxamide